Methyl 5-((1-(4-((3-chloro-4-(trifluoromethoxy)benzyl)amino)butoxy)-2-methylpropan-2-yl)amino)benzo[c][2,6]naphthyridine-8-carboxylate ClC=1C=C(CNCCCCOCC(C)(C)NC2=NC3=C(C4=CN=CC=C24)C=CC(=C3)C(=O)OC)C=CC1OC(F)(F)F